2-(4-(2-(6-Methylpyridin-2-yl)-5,6-dihydro-4H-pyrrolo[1,2-b]pyrazol-3-yl)pyridin-2-yl)-1-((2-(trimethylsilyl)ethoxy)methyl)-1,4,5,6-tetrahydropyrrolo[3,4-d]imidazole CC1=CC=CC(=N1)C=1C(=C2N(N1)CCC2)C2=CC(=NC=C2)C2=NC1=C(N2COCC[Si](C)(C)C)CNC1